C(C)(=O)C1=CC=C(C=C1)C1C(C(C1)C(=O)OC)C(=O)OC Dimethyl 3-(4-acetylphenyl)cyclobutane-1,2-dicarboxylate